FC=1C(=CC(=NC1C)C1=NOC(=N1)C1=NC=CC(=C1)C)C=1C=NC=CC1C 3-(5'-fluoro-4,6'-dimethyl-[3,4'-bipyridin]-2'-yl)-5-(4-methylpyridin-2-yl)-1,2,4-oxadiazole